[I-].O[C@H](CC[P+](C1=CC=CC=C1)(C1=CC=CC=C1)C1=CC=CC=C1)C [(3S)-3-Hydroxybutyl]-triphenyl-phosphonium iodide